ClC=1C(=NC2=CC(=C(C=C2C1N[C@@H](CC)C1=C(C(=CC=C1)F)F)C=1C=NC(=NC1)P(C)(C)=O)F)C (S)-(5-(3-chloro-4-((1-(2,3-difluorophenyl)propyl)amino)-7-fluoro-2-methylquinolin-6-yl)pyrimidin-2-yl)dimethylphosphine oxide